C(CCCCC)C1(SCCCC1)C=1C=C(C=2[C@H]3[C@H](C(OC2C1)(C)C)CC=C(C3)C)O (6Ar,10aR)-3-(2-hexylthian-2-yl)-6,6,9-trimethyl-6a,7,10,10a-tetrahydrobenzo[c]chromen-1-ol